3-acetamido-5-methoxy-N-[1-[3-(triazol-2-yl)pyrazin-2-yl]ethyl]benzamide C(C)(=O)NC=1C=C(C(=O)NC(C)C2=NC=CN=C2N2N=CC=N2)C=C(C1)OC